[(1S,4S)-2-[4-[(5-Cyclopropyl-1H-pyrazol-3-yl)amino]pyrimidin-2-yl]-2-azabicyclo[2.2.1]heptan-4-yl]methanol C1(CC1)C1=CC(=NN1)NC1=NC(=NC=C1)N1[C@H]2CC[C@@](C1)(C2)CO